ClC1=NC(=NC(=C1C(=O)O)Cl)C(C)C 4,6-dichloro-2-isopropyl-pyrimidine-5-carboxylic acid